tert-butyl (1R,3s,5S)-3-(2-ethoxy-2-oxoethoxy)-8-azabicyclo[3.2.1]octan-8-carboxylate C(C)OC(COC1C[C@H]2CC[C@@H](C1)N2C(=O)OC(C)(C)C)=O